N1(N=CC=C1)N1CCCCC1 (1H-pyrazol-1-yl)piperidin